C1(=CC=CC=C1)CCCC(=S)[O-] 4-phenylthiobutyrate